FC1=CC=C(C(=O)N2CCNCC2)C=C1 4-(4-fluorobenzoyl)piperazin